CC=1C2=C(SC1)CCCC2C#N 3-methyl-4,5,6,7-tetrahydrobenzo[b]thiophene-4-carbonitrile